C1(CC1)OC1=C(C=NC=C1C(=O)NC)C=O 4-CYCLOPROPOXY-5-FORMYL-N-METHYLNICOTINAMIDE